[C@H]12CN(C[C@H](CC1)O2)C=2C1=C(N=C(N2)N2CCC(CC2)(O)C)C(=C(N=C1)C1=CC(=CC2=CC=C(C(=C12)C#C)F)O)F 1-(4-((1R,5S)-8-oxa-3-azabicyclo[3.2.1]octan-3-yl)-7-(8-ethynyl-7-fluoro-3-hydroxynaphthalen-1-yl)-8-fluoropyrido[4,3-d]pyrimidin-2-yl)-4-methylpiperidin-4-ol